NC1CC(C1)N(C1=CN=C(N=N1)C1=C(C=C(C=C1)N1C=NC=C1)O)C 2-(6-(((1s,3s)-3-aminocyclobutyl)(methyl)amino)-1,2,4-triazin-3-yl)-5-(1H-imidazol-1-yl)phenol